C(=O)C1=C(N(N=C1)C)S(=O)(=O)N 4-formyl-2-methyl-pyrazole-3-sulfonamide